2-(Dimethylamino)ethyl-6-(1-(4-fluorobenzamido)ethyl)-3,4-dihydro-1,5-naphthyridin-1(2H)-carboxylat CN(CCOC(=O)N1CCCC2=NC(=CC=C12)C(C)NC(C1=CC=C(C=C1)F)=O)C